C(C)(C)C1CN(C1)C(=O)O[C@@H]1CC[C@H](CC1)C(N(C[C@@H]1CC[C@H](CC1)C1=NC(=C(C=C1)OC)C)C1=NC=CC(=C1)C=1N=C(OC1)C1CC1)=O trans-4-((4-(2-Cyclopropyloxazol-4-yl)-pyridine-2-yl)((trans-4-(5-methoxy-6-methylpyridin-2-yl)-cyclohexyl)methyl)-carbamoyl)cyclohexyl 3-isopropylazetidine-1-carboxylate